CC=1C=C(N)C=CC1C1CCN(CC1)C 3-methyl-4-(1-methyl-piperidin-4-yl)aniline